3-(2,6-Difluorophenyl)-1-((4-(2-methyl-1-morpholino-1-oxopropan-2-yl)phenyl)amino)imidazo[1,5-a]pyrazin-8(7H)-one FC1=C(C(=CC=C1)F)C1=NC(=C2N1C=CNC2=O)NC2=CC=C(C=C2)C(C(=O)N2CCOCC2)(C)C